C(=O)(OOOCCCCOC)OC(=O)[O-] methoxybutylperoxy dicarbonate